2-((2-(((tert-Butoxycarbonyl)(1-(6-methoxy-3-nitropyridin-2-yl)propan-2-yl)-amino)methyl)-4-fluorophenyl)amino)-5-fluoro-4-(trifluoromethyl)benzoic acid C(C)(C)(C)OC(=O)N(C(CC1=NC(=CC=C1[N+](=O)[O-])OC)C)CC1=C(C=CC(=C1)F)NC1=C(C(=O)O)C=C(C(=C1)C(F)(F)F)F